3-(4-fluoromethoxyphenoxy)-N-(3-(S-methylsulfonimidoyl)phenyl)-6-(trifluoromethyl)pyridazine-4-carboxamide FCOC1=CC=C(OC=2N=NC(=CC2C(=O)NC2=CC(=CC=C2)S(=O)(=N)C)C(F)(F)F)C=C1